1-(1-(3-chloro-phenyl)-2-hydroxy-ethyl)-3-(1-(2-(cyclopropyl-amino)-5-methylpyrimidin-4-yl)-1H-pyrazol-4-yl)urea ClC=1C=C(C=CC1)C(CO)NC(=O)NC=1C=NN(C1)C1=NC(=NC=C1C)NC1CC1